methyl-N3-(3-(methyl(3-(trimethoxysilyl)propyl)amino)propyl)-N3-(3-(trimethoxysilyl)propyl)-1,3-propanediamine CC(CCN(CCC[Si](OC)(OC)OC)CCCN(CCC[Si](OC)(OC)OC)C)N